2-(2-Butylphenyl)[1,2,4]triazolo[1,5-a]pyridin-6-amine C(CCC)C1=C(C=CC=C1)C1=NN2C(C=CC(=C2)N)=N1